N=1C=CN2C1C(=CC=C2)C=2OC1=C(C=C(C=C1C(C2)=O)C)C(C)NC2=C(C(=O)OC(C)(C)C)C=CC=C2 tert-Butyl 2-[1-(2-imidazo[1,2-a]pyridin-8-yl-6-methyl-4-oxo-chromen-8-yl)ethylamino]benzoate